3-(benzyloxy)-1-(2-fluorophenyl)-1H-pyrazole C(C1=CC=CC=C1)OC1=NN(C=C1)C1=C(C=CC=C1)F